OC=1C=CC=2C3=C(N(C2C1)C)C(N(N=C3)CC3=CC(=CC=C3)[N+](=O)[O-])=O 7-hydroxy-5-methyl-3-(3-nitrobenzyl)-3,5-dihydro-4H-pyridazino[4,5-b]indol-4-one